COC=1C(=CC2=CN(N=C2C1)[C@H]1[C@@H](CC(CC1)N(C(C)=O)C)C)C(=O)OC methyl 6-methoxy-2-((1R,2R)-2-methyl-4-(N-methylacetamido)cyclohexyl)-2H-indazole-5-carboxylate